(S)-1-(2-(benzo[d][1,3]dioxol-5-ylamino)-5-methyl-pyrimidin-4-yl)-N-(1-hydroxy-3-phenyl-propan-2-yl)-1H-pyrrole-3-carboxamide O1COC2=C1C=CC(=C2)NC2=NC=C(C(=N2)N2C=C(C=C2)C(=O)N[C@H](CO)CC2=CC=CC=C2)C